tert-butyl N-[4-(trifluoromethanesulfonyloxy)-1,7-naphthyridin-6-yl]carbamate FC(S(=O)(=O)OC1=CC=NC2=CN=C(C=C12)NC(OC(C)(C)C)=O)(F)F